(S)-5-((1-(3-(4-(5-(1-hydroxycyclopropyl)pyrimidin-2-yl)piperazin-1-yl)-3-oxopropoxy)propane-2-yl)amino)-4-(trifluoromethyl)pyridazin-3(2H)-one OC1(CC1)C=1C=NC(=NC1)N1CCN(CC1)C(CCOC[C@H](C)NC1=C(C(NN=C1)=O)C(F)(F)F)=O